tert-butyl (3-(methyl(phenyl)amino)phenethyl)(3-oxopropyl)carbamate CN(C=1C=C(CCN(C(OC(C)(C)C)=O)CCC=O)C=CC1)C1=CC=CC=C1